1-(cyclobutylmethyl)-1H-indole-2-carbaldehyde C1(CCC1)CN1C(=CC2=CC=CC=C12)C=O